(5-(2-(3,3-dimethylpyrrolidin-1-yl)acetamido)-2-methylpyridin-3-yl)-2-(1-(2-hydroxyethyl)-1H-pyrazol-4-yl)pyrazolo[5,1-b]thiazole-7-carboxamide CC1(CN(CC1)CC(=O)NC=1C=C(C(=NC1)C)C=1N2C(SC1C=1C=NN(C1)CCO)=C(C=N2)C(=O)N)C